allyldiethylene glycol C(C=C)C(COCCO)O